OC(CNCCC(=O)OCC)(C)C Ethyl N-(2-hydroxy-2-methylpropyl)-beta-alaninate